C(CCCCCCC\C=C/CCCCCC)(=O)N (9Z)-9-hexadeceneamide